N-(2,2,2-trichloro-1-hydroxyethyl)methacrylamide ClC(C(O)NC(C(=C)C)=O)(Cl)Cl